ClC1=CC(=C(OCC=2C=NC=C(C#N)C2)C=C1OCC=1C(=C(C=CC1)C1=C(C(=CC=C1)NC=1N=CC=C2C=C(C=NC12)CN1C[C@@H](CC1)O)C)C)C=O (R)-5-((4-chloro-2-formyl-5-((3'-((3-((3-hydroxypyrrolidin-1-yl)methyl)-1,7-naphthyridin-8-yl)amino)-2,2'-dimethyl-[1,1'-biphenyl]-3-yl)methoxy)phenoxy)methyl)nicotinonitrile